rel-methyl (1R,2R)-2-ethynylcyclopropanecarboxylate C(#C)[C@H]1[C@@H](C1)C(=O)OC |o1:2,3|